C(C)(C)(C)OCCC(C(=O)NC1=CC=C(C(=O)O)C=C1)N1C(C=C(C(=C1)OC)C1=C(C=CC(=C1)Cl)C(CC)=O)=O 4-(4-(tert-butoxy)-2-(4-(5-chloro-2-propionylphenyl)-5-methoxy-2-oxopyridin-1(2H)-yl)butyrylamino)benzoic acid